ditetradecanoyl-N-(trimethylammonio-acetyl)diethanolamine chloride [Cl-].C(CCCCCCCCCCCCC)(=O)C(N(CCO)C(C[N+](C)(C)C)=O)(CO)C(CCCCCCCCCCCCC)=O